FC(=C(F)Cl)Cl 1,2-difluoro-dichloroethylene